(4S)-6-(6,8-Difluoro-2-(((2R,7aS)-2-fluorotetrahydro-1H-pyrrolizin-7a(5H)-yl)methoxy)-7-(6-methyl-5-((Z)-prop-1-en-1-yl)-1H-indazol-4-yl)quinazolin-4-yl)-1-oxa-6-azaspiro[3.5]nonane FC=1C=C2C(=NC(=NC2=C(C1C1=C2C=NNC2=CC(=C1\C=C/C)C)F)OC[C@]12CCCN2C[C@@H](C1)F)N1C[C@@]2(CCO2)CCC1